(naphthyl)iridium(III) C1(=CC=CC2=CC=CC=C12)[Ir+2]